NC1=NC(N(C2=C(C=C(C=C12)Br)C(F)(F)F)C)=O 4-amino-6-bromo-1-methyl-8-(trifluoromethyl)quinazolin-2-one